4-(2-(5-(1-(3,5-difluorophenyl)ethoxy)-1H-indazol-3-yl)-4,6-dihydropyrrolo[3,4-d]imidazol-5(1H)-yl)-N,N-dimethylcyclohexane-1-amine FC=1C=C(C=C(C1)F)C(C)OC=1C=C2C(=NNC2=CC1)C1=NC2=C(N1)CN(C2)C2CCC(CC2)N(C)C